FC=1C=C(CC=2C=NN(C2)C(=O)N[C@@H]2C(N(C3=C(OC2)C=CC(=C3)OCC(=O)N3CCC(CC3)O)C)=O)C=CC1 (S)-4-(3-Fluorobenzyl)-N-(7-(2-(4-hydroxypiperidin-1-yl)-2-oxoethoxy)-5-methyl-4-oxo-2,3,4,5-tetrahydrobenzo[b][1,4]oxazepin-3-yl)-1H-pyrazole-1-carboxamide